(R)-2-((benzo[d]thiazol-5-ylmethyl)(1-(1-methyl-1H-pyrazol-3-yl)ethyl)amino)-2-oxoacetic acid methyl ester COC(C(=O)N([C@H](C)C1=NN(C=C1)C)CC=1C=CC2=C(N=CS2)C1)=O